FC1(CC(C1)C=1C=CC(=NC1)[C@@H](NC(=O)[C@H]1N(C[C@@H](C1)F)C(CNC(N(C)C)=O)=O)C1=CC=CC=C1)F (2S,4R)-N-((S)-(5-(3,3-difluorocyclobutyl)pyridin-2-yl)(phenyl)methyl)-1-((dimethylcarbamoyl)glycyl)-4-fluoropyrrolidine-2-carboxamide